4-amino-5-(2'-aminoethyl)amino-1,3-dimethylpyrazole NC=1C(=NN(C1NCCN)C)C